OC1=C(C(=O)OC)C=CC(=C1)\C=C\C(=O)C1=C(C=CC=C1)C(=O)OC Methyl (E)-2-hydroxy-4-(3-(2-(methoxycarbonyl)phenyl)-3-oxoprop-1-en-1-yl)benzoate